C(C)(C)/C(/C(=O)OCC=C)=C(/C(=O)OCC=C)\C(C)C diallyl 2,3-diisopropylmaleate